[Si](C)(C)(C(C)(C)C)OCCN1N=C(C(=C1CO)I)OCOCC[Si](C)(C)C (1-(2-((tert-butyldimethylsilyl)oxy)ethyl)-4-iodo-3-((2-(trimethylsilyl)ethoxy)methoxy)-1H-pyrazol-5-yl)methanol